N-(1,7-dimethyl-1,2,3,4-tetrahydroquinolin-4-yl)-2-oxo-6-(trifluoromethyl)-1,2-dihydropyridine-3-carboxamide CN1CCC(C2=CC=C(C=C12)C)NC(=O)C=1C(NC(=CC1)C(F)(F)F)=O